trimethyl-tris(3,3,3-trifluoropropyl)cyclotrisiloxane C[Si]1(O[Si](O[Si](O1)(CCC(F)(F)F)C)(CCC(F)(F)F)C)CCC(F)(F)F